6-[4-[(3S)-3-(dimethylamino)pyrrolidin-1-yl]-5,6-difluoro-8-(methylamino)-9H-pyrido[2,3-b]indol-3-yl]-1-methyl-4-oxo-1,8-naphthyridine-3-carboxylic acid CN([C@@H]1CN(CC1)C1=C(C=NC=2NC3=C(C=C(C(=C3C21)F)F)NC)C=2C=C1C(C(=CN(C1=NC2)C)C(=O)O)=O)C